(E)-1-bromooctadecan-2-ene BrC\C=C\CCCCCCCCCCCCCCC